5-(isoquinolin-3-yl)pyridine C1=NC(=CC2=CC=CC=C12)C=1C=CC=NC1